CN1N=CC2=C(C=C(C=C12)B(O)O)C 1,4-DIMETHYL-1H-INDAZOLE-6-BORONIC ACID